chloro-N-ethoxy-4-((5-fluoro-2-methoxy-3-(pyrazin-2-yl)phenyl)amino)nicotinamide tripropargyl-phosphate C(C#C)OP(=O)(OCC#C)OCC#C.ClC1=C(C(=O)NOCC)C(=CC=N1)NC1=C(C(=CC(=C1)F)C1=NC=CN=C1)OC